CC1=C(C=CC=C1NC(C1=NC=C(C(=C1)C1CC1)CNCCNC(C)=O)=O)C1=C(C(=CC=C1)NC(C1=NC=C(C(=C1)C1CC1)CNCCNC(C)=O)=O)C N,N'-(2,2'-dimethyl-[1,1'-biphenyl]-3,3'-diyl)bis(5-(((2-acetamidoethyl)amino)methyl)-4-cyclopropylpicolinamide)